C(C1=CC=CC=C1)OC1=CC(=NC2=CC=NC(=C12)OC)C1=C(C=C(C=C1)C(C)(C)C)C 4-benzyloxy-2-(4-tert-butyl-2-methyl-phenyl)-5-methoxy-1,6-naphthyridine